N-[2-(trifluoromethyl)pyridin-4-yl]pyrimidine-4-carboxamide titanium (IV) butanoate C(CCC)(=O)[O-].[Ti+4].FC(C1=NC=CC(=C1)NC(=O)C1=NC=NC=C1)(F)F.C(CCC)(=O)[O-].C(CCC)(=O)[O-].C(CCC)(=O)[O-]